5-(1'-((1-(3-aminopropyl)-3-(4-(trifluoromethoxy)phenyl)-1H-indol-5-yl)methyl)-[3,3'-biazetidin]-1-yl)-2-(2,6-dioxopiperidin-3-yl)isoindoline-1,3-dione NCCCN1C=C(C2=CC(=CC=C12)CN1CC(C1)C1CN(C1)C=1C=C2C(N(C(C2=CC1)=O)C1C(NC(CC1)=O)=O)=O)C1=CC=C(C=C1)OC(F)(F)F